5,9-bis(decyl)-2,2,3,3,11,11,12,12-octamethyl-7-[6-(triphenylmethoxy)hexyl]-4,10-dioxa-7-aza-3,11-disilatridecane C(CCCCCCCCC)C(O[Si](C(C)(C)C)(C)C)CN(CC(O[Si](C(C)(C)C)(C)C)CCCCCCCCCC)CCCCCCOC(C1=CC=CC=C1)(C1=CC=CC=C1)C1=CC=CC=C1